D-glycero-D-galacto-non-2-enonate O=C(C(O)=C(O)[C@H](O)[C@@H](O)[C@@H](O)[C@H](O)[C@H](O)CO)[O-]